C1(CC1)NC1=NC(=CC2=C1N=C(N=C2)SC)C2=C(C(=CC(=C2F)OC)OC)F N-cyclopropyl-6-(2,6-difluoro-3,5-dimethoxyphenyl)-2-(methylthio)pyrido[3,4-d]pyrimidine-8-amine